[C@H]12CN(C[C@H](CC1)N2)C=2C1=C(N=C(N2)OCC23CCCN3CCC2)C(=C(N=C1)C1=C(C=CC=C1)C(F)F)F 4-((1R,5S)-3,8-diazabicyclo[3.2.1]octan-3-yl)-7-(2-(difluoromethyl)phenyl)-8-fluoro-2-((hexahydro-1H-pyrrolizin-7a-yl)methoxy)pyrido[4,3-d]pyrimidine